FC1(C=C1)F 3,3-difluoro-cyclopropene